OC[C@H]1OC[C@@H]([C@H]([C@H]1O)O)NC1=NC(=CC(=N1)OCC#C)C(F)(F)F (2R,3R,4R,5S)-2-(hydroxymethyl)-5-((4-(prop-2-yn-1-yloxy)-6-(trifluoromethyl)pyrimidin-2-yl)amino)tetrahydro-2H-pyran-3,4-diol